OC1=CC=C(C=N1)N(C1CCN(CC1)C(=O)OC(C)(C)C)C=1C=NC=CC1OC tert-butyl 4-[(6-hydroxy-3-pyridyl)-(4-methoxy-3-pyridyl)amino]piperidine-1-carboxylate